Cobalt-Tungsten-Copper [Cu].[W].[Co]